ClC1=C(C=CC=C1Cl)N(C(=O)C=1NC2=CC=C(C=C2C1C=NO)C)C N-(2,3-dichlorophenyl)-3-((hydroxyimino)methyl)-N,5-dimethyl-1H-indole-2-carboxamide